4-hexyloxy-1,2,5-thiadiazol C(CCCCC)OC=1C=NSN1